(S)-N-(3-(1-((2-ethyl-2H-pyrazolo[3,4-b]pyrazin-6-yl)amino)ethyl)phenyl)-3-methyl-4-morpholinobenzamide C(C)N1N=C2N=C(C=NC2=C1)N[C@@H](C)C=1C=C(C=CC1)NC(C1=CC(=C(C=C1)N1CCOCC1)C)=O